C(C)(C)NC1=C2C(=NC(=C1)NC1=CC=C(C3=C1OCCO3)C(=O)N3CCOCC3)NC=C2C(F)(F)F (8-((4-(isopropylamino)-3-(trifluoromethyl)-1H-pyrrolo[2,3-b]pyridin-6-yl)amino)-2,3-dihydrobenzo[b][1,4]dioxin-5-yl)(morpholino)methanone